NCC(CNC1=C(C=CC=C1[N+](=O)[O-])C1=NC(=NC=C1)O[C@H]1C[C@H](N(C1)C(=O)OCC1=CC=CC=C1)C(=O)O)C (2S,4S)-4-[4-[2-[(3-amino-2-methyl-propyl)amino]-3-nitro-phenyl]pyrimidin-2-yl]oxy-1-benzyloxycarbonyl-pyrrolidine-2-carboxylic acid